C(C1=CC=CC=C1)(C1=CC=CC=C1)(C1=CC=CC=C1)N1C=CC=2C1=NC=CC2 1-trityl-pyrrolo[2,3-b]pyridine